C(C)C(CN1C(CC2=CC=CC=C12)=O)CCCC (Z)-1-(2-ethylhexyl)-2-oxoindol